CN(C(OCC1=CC=CC=C1)=O)C1(CC1)C=1OC(=NN1)C benzyl N-methyl-N-[1-(5-methyl-1,3,4-oxadiazol-2-yl)cyclopropyl]carbamate